OCCCCC1=CC2=C(N(C(N2C)=O)C2C(NC(CC2)=O)=O)C=C1 3-(5-(4-hydroxybutyl)-3-methyl-2-oxo-2,3-dihydro-1H-benzo[d]imidazol-1-yl)piperidine-2,6-dione